CNC(OCC1CCN(CC1)CC1=CC(=NC(=C1)OC=1C=NC(=CC1)N1CCNCC1)C1=CC(=CC(=C1)Cl)Cl)=O (1-((2-(3,5-dichlorophenyl)-6-((6-(piperazin-1-yl)pyridin-3-yl)oxy)pyridin-4-yl)methyl)piperidin-4-yl)methyl methylcarbamate